phenylformaldehyde C1(=CC=CC=C1)C=O